Boc-4-bromo-D-phenylalanine C(=O)(OC(C)(C)C)N[C@H](CC1=CC=C(C=C1)Br)C(=O)O